5-((2-Hydroxyethylamino)methyl)-6-methoxy-2-(2-methyl-[1,1'-biphenyl]-3-yl)isoindole-1,3-dione OCCNCC=1C=C2C(N(C(C2=CC1OC)=O)C=1C(=C(C=CC1)C1=CC=CC=C1)C)=O